(Z)-2-(2,6-dioxopiperidin-3-yl)-5-(7-(4-(4-(1-(4-hydroxyphenyl)-2-phenylbut-1-en-1-yl)phenoxy)butyl)-2,7-diazaspiro[3.5]nonan-2-yl)isoindoline-1,3-dione O=C1NC(CCC1N1C(C2=CC=C(C=C2C1=O)N1CC2(C1)CCN(CC2)CCCCOC2=CC=C(C=C2)\C(=C(\CC)/C2=CC=CC=C2)\C2=CC=C(C=C2)O)=O)=O